NC=1N=C(SC1C(C1=CC=CC=C1)=O)N(C=1C=NC(=CC1)C(F)(F)F)C(C(=O)N)C [(4-amino-5-benzoyl-thiazol-2-yl)-[6-(trifluoromethyl)-3-pyridyl]amino]propanamide